(E)-1,2-difluoro-1-propene F\C=C(/C)\F